CC=1C(=CC(=C(N)C1)OCC(F)(F)F)N1CCC(CC1)N1CCN(CC1)C 5-methyl-4-(4-(4-methylpiperazin-1-yl)piperidin-1-yl)-2-(2,2,2-trifluoroethoxy)aniline